C1(CC1)C1=CC(=C(C(=C1)F)N1N=C2N=C(NC(C2=C1)=O)OC)C(F)F 2-[4-cyclopropyl-2-(difluoromethyl)-6-fluorophenyl]-6-methoxy-2,5-dihydro-4H-pyrazolo[3,4-d]pyrimidin-4-one